Cl.CC(CC[C@@H](C(=O)OCC1=CC(=NC(=C1)Cl)Cl)NC)C (2,6-Dichloropyridin-4-yl)methyl (S)-5-methyl-2-(methylamino)hexanoate hydrochloride